β-D-glucuronic acid pentadecyl ester C(CCCCCCCCCCCCCC)OC([C@@H]1[C@H]([C@@H]([C@H]([C@H](O)O1)O)O)O)=O